4-(naphthalen-1-yl)-N-PHENYLANILINE C1(=CC=CC2=CC=CC=C12)C1=CC=C(NC2=CC=CC=C2)C=C1